C1(CC1)C1=CC2=C(N(C(N=C2N2[C@H](CN(CC2)C(=O)OC(C)(C)C)C)=O)C=2C(=NC=CC2C)C(C)C)N=C1C1=CC=CC2=CC=CC(=C12)C (S)-tert-butyl 4-(6-cyclopropyl-1-(2-isopropyl-4-methylpyridin-3-yl)-7-(8-methylnaphthalen-1-yl)-2-oxo-1,2-dihydropyrido[2,3-d]pyrimidin-4-yl)-3-methylpiperazine-1-carboxylate